5-[4-({5-[(2,4-dichlorophenoxy)methyl]furan-2-yl}methyl)piperidine-1-carbonyl]-2-(1H-1,2,3,4-tetrazol-5-yl)pyridine ClC1=C(OCC2=CC=C(O2)CC2CCN(CC2)C(=O)C=2C=CC(=NC2)C2=NN=NN2)C=CC(=C1)Cl